8-((4-(2-methyl-6-(methylcarbamoyl)pyridin-3-yl)piperazin-1-yl)methyl)-10-fluoropyrrolo[1,2-c]quinazolin-5(6H)-one CC1=NC(=CC=C1N1CCN(CC1)CC=1C=C(C=2C=3N(C(NC2C1)=O)C=CC3)F)C(NC)=O